C(C)NC1=NC(N(C=C1F)[C@@H]1O[C@]([C@H](C1)O)(C)CO)=O 4-(ethylamino)-5-fluoro-1-((2R,4S,5R)-4-hydroxy-5-(hydroxymethyl)-5-methyltetrahydrofuran-2-yl)pyrimidin-2(1H)-one